3,4,5,6-tetrahydropyridine N1=CCCCC1